C(C(=C)C)(=O)NCCC[N+](CCCS(=O)(=O)[O-])(C)C 3-((3-methacrylamidopropyl) dimethylammonio)propane-1-sulfonate